(S)-9-(4-Chlorobenzyl)-4-ethyl-2-methyl-1-oxa-4,9-diazaspiro[5.5]undecan-3-on ClC1=CC=C(CN2CCC3(CN(C([C@@H](O3)C)=O)CC)CC2)C=C1